(1R,2S,5S)-N-((5-(1H-pyrazol-1-yl)pyridin-3-yl)(cyano)methyl)-3-((S)-2-Acetamido-3,3-dimethylbutyryl)-6,6-dimethyl-3-azabicyclo[3.1.0]hexane-2-carboxamide N1(N=CC=C1)C=1C=C(C=NC1)C(NC(=O)[C@@H]1[C@H]2C([C@H]2CN1C([C@H](C(C)(C)C)NC(C)=O)=O)(C)C)C#N